Cl.C(OCC=O)(OC1CC2(C1)CCNCC2)=O 2-oxoethyl (7-azaspiro[3.5]nonan-2-yl) carbonate hydrochloride